CC(CC(C)OCCCNCCCN1CCCC1)C N-(3-(4-methylpent-2-yloxy)propyl)-3-(pyrrolidinyl)propan-1-amine